1-cyclobutyl-N-((4-fluoro-2-isopropyl-6-(2-methoxypyridin-4-yl)phenyl)carbamoyl)azetidine-3-sulfonamide C1(CCC1)N1CC(C1)S(=O)(=O)NC(NC1=C(C=C(C=C1C1=CC(=NC=C1)OC)F)C(C)C)=O